C1(=CC=CC=C1)C1P(C(CC1)C1=CC=CC=C1)C1=C(C=CC=C1)P1C(CCC1C1=CC=CC=C1)C1=CC=CC=C1 1,2-bis(2,5-diphenylphospholan-1-yl)benzene